C1(CC1)C=1C(=CC=2N(N1)C(=C(N2)CO)C2=NC(=C(C=C2)F)N[C@H]2CNCCC2)OC (R)-(6-cyclopropyl-3-(5-fluoro-6-(piperidin-3-ylamino)pyridin-2-yl)-7-methoxyimidazo[1,2-b]pyridazin-2-yl)methanol